(S)-2-(3-iodocyclobutyl)-5-phenyl-2,5,6,7-tetrahydro-3H-pyrrolo[2,1-c][1,2,4]triazol-3-one IC1CC(C1)N1N=C2N(C1=O)[C@@H](CC2)C2=CC=CC=C2